CC1=NN(C2=CC(=CC=C12)NC(C1=C(C=C(C=C1)N1CCN(CC1)C)NC1CCOCC1)=O)CCC1CCN(CC1)C N-(3-methyl-1-(2-(1-methylpiperidin-4-yl)ethyl)-1H-indazol-6-yl)-4-(4-methylpiperazin-1-yl)-2-((tetrahydro-2H-pyran-4-yl)amino)benzamide